ClC1=C(C=CC=C1Cl)N1CCN(CC1)CCC1CN(C1)S(=O)(=O)C=1C=NC=CC1 1-(2,3-dichlorophenyl)-4-(2-(1-(pyridin-3-ylsulfonyl)azetidin-3-yl)ethyl)piperazine